((1S,2R,4R)-7-oxabicyclo[2.2.1]heptan-2-yl)((5S,7S)-7-fluoro-5-phenyl-6,7-dihydro-5H-pyrrolo[1,2-b][1,2,4]triazol-2-yl)methanone [C@@H]12[C@@H](C[C@@H](CC1)O2)C(=O)C=2N=C1N(N2)[C@@H](C[C@@H]1F)C1=CC=CC=C1